C(C1=CC=CC=C1)O[N] benzooxynitrogen